4-(benzyloxy)-2-methylaniline C(C1=CC=CC=C1)OC1=CC(=C(N)C=C1)C